3-azabicyclo[3.1.0]hexane-4-thione C12CNC(C2C1)=S